CC(CCCCN1[C@@H](C[C@@H](C1)O)C(=O)OCCCCCCC(C(=O)OC(CCCCCC)CCCCCC)(C)C)(C(OCCCCCCCCCCC)=O)C [8-(1-hexylheptoxy)-7,7-dimethyl-8-oxo-octyl] (2S,4S)-1-(5,5-dimethyl-6-oxo-6-undecoxy-hexyl)-4-hydroxy-pyrrolidine-2-carboxylate